1,1-dibutoxy-(2E,6Z)-2,6-nonadiene C(CCC)OC(\C=C\CC\C=C/CC)OCCCC